O=C1NC(CCC1N1C(C2=CC=CC(=C2C1)NC(C(C1=CC=C(C=C1)C1(CC1)C(F)(F)F)=O)=O)=O)=O N-(2-(2,6-dioxopiperidin-3-yl)-1-oxoisoindolin-4-yl)-2-oxo-2-(4-(1-(trifluoromethyl)-cyclopropyl)phenyl)acetamide